Ethylmethansulfonamid C(C)CS(=O)(=O)N